N[C@H](C(=O)NC1=NC=CC(=C1)[C@@H](CCC)N1C(N[C@@H](C1)C(F)(F)F)=O)C1CCC(CC1)(F)F (S)-2-amino-2-(4,4-difluorocyclohexyl)-N-(4-((R)-1-((S)-2-oxo-4-(trifluoromethyl)-imidazolidin-1-yl)butyl)pyridin-2-yl)acetamide